17α,21-dihydroxy-16α-methylpregna-1,4,9(11)-trien-3,20-dione O[C@]1(C(CO)=O)[C@@H](C[C@H]2[C@@H]3CCC4=CC(C=C[C@]4(C)C3=CC[C@]12C)=O)C